O1C(=CC=C1)C1=CC=CC(=N1)C(=O)NC=1C(=NN(C1)CCOCCOC)C1=NC=CC=C1 6-(Furan-2-yl)-N-(1-(2-(2-methoxyethoxy)ethyl)-3-(pyridin-2-yl)-1H-pyrazol-4-yl)picolinamid